6-(4-Boc-piperazin-1-yl)pyridine-3-boronic acid pinacol ester C(=O)(OC(C)(C)C)N1CCN(CC1)C1=CC=C(C=N1)B1OC(C)(C)C(C)(C)O1